(S)-3-Chloro-5,5-dioxido-7a,8,10,11-tetrahydro-[1,4]oxazino[3,4-d]pyrido[2,3-f][1,2,5]thiadiazepin ClC1=CC2=C(N3[C@@H](C=NS2(=O)=O)COCC3)N=C1